4-((S)-2-((1R,4R)-4-(aminomethyl)cyclohexane-1-carbonyl)-1,2,3,4-tetrahydroisoquinoline-1-carboxamido)benzoic acid ethyl ester C(C)OC(C1=CC=C(C=C1)NC(=O)[C@H]1N(CCC2=CC=CC=C12)C(=O)C1CCC(CC1)CN)=O